Z-butyl 4-(3-aminopropyl)piperazine-1-carboxylate NCCCN1CCN(CC1)C(=O)OCCCC